1H-1,2,4-triazol-5-yl-thiocyanide N1N=CN=C1SC#N